7-chloro-1-(2-chloro-4,6-difluorophenyl)-6-fluoro-4-oxo-1,4-dihydro-1,8-naphthyridine-3-carboxylic acid ethyl ester C(C)OC(=O)C1=CN(C2=NC(=C(C=C2C1=O)F)Cl)C1=C(C=C(C=C1F)F)Cl